2-amino-3-(trihydroxysilyl)propanoic acid hydrochloride Cl.NC(C(=O)O)C[Si](O)(O)O